(E)-3-(2-methoxyphenyl)-1-(5-hydroxy-7-methoxy-2,2-dimethyl-2H-benzopyran-6-yl)prop-2-en-1-one COC1=C(C=CC=C1)/C=C/C(=O)C=1C(=CC2=C(C=CC(O2)(C)C)C1O)OC